C(C)(C)(C)OC(=O)N1C2C(C(CC1CC2)NC2=CN=C(N=N2)SC)F 2-fluoro-3-((3-(methylthio)-1,2,4-triazin-6-yl)amino)-8-azabicyclo[3.2.1]Octane-8-carboxylic acid tert-butyl ester